(2R)-2-[[4-(2-Chloro-4-fluoro-phenyl)-7-quinolyl]oxy]-1-(3,5-dimethylpiperazin-1-yl)propan-1-on ClC1=C(C=CC(=C1)F)C1=CC=NC2=CC(=CC=C12)O[C@@H](C(=O)N1CC(NC(C1)C)C)C